Ethyl 3-(7-(2-(cyclohex-2-en-1-ylamino)-2-oxoethoxy)naphthalen-2-yl)-3-(6-methylbenzo[d][1,3]dioxol-5-yl)propanoate C1(C=CCCC1)NC(COC1=CC=C2C=CC(=CC2=C1)C(CC(=O)OCC)C1=CC2=C(OCO2)C=C1C)=O